(1-Naphthylsulfonyl)hexylamine C1(=CC=CC2=CC=CC=C12)S(=O)(=O)CCCCCCN